CN1C=CN(C=C1)C 1,4-dimethyl-pyrazine